C(C)OS(=O)(=O)[O-].C(C)N1C=[N+](C=C1)C 1-ethyl-3-methylimidazolium ethylsulfate